C1=CC=C(C=C1)CC=NC2=C(C=C(C(=C2)C[C@@H](C(=O)O)N)O)O The molecule is an imine that is L-tyrosine bearing an additional hydroxy substituent at position 2 as well as a (2-phenylethylidene)amino substituent at position 5. It has a role as a metabolite. It is a L-tyrosine derivative, an imine and a non-proteinogenic L-alpha-amino acid. It derives from a 2-phenylethylamine.